3-(5-((4-(2-methylpyridin-3-yl)piperazin-1-yl)methyl)-1-oxoisoindolin-2-yl)piperidine-2,6-dione CC1=NC=CC=C1N1CCN(CC1)CC=1C=C2CN(C(C2=CC1)=O)C1C(NC(CC1)=O)=O